FC([C@@H](C)NC(=O)C=1ON=C2C1CN(C(C2)C)C(=O)C=2NC1=CC=CC=C1C2)F N-[(2R)-1,1-difluoropropan-2-yl]-5-(1H-indole-2-carbonyl)-6-methyl-4H,5H,6H,7H-[1,2]oxazolo[4,3-c]pyridine-3-carboxamide